dimethylbenzyl-sulfonium iodide [I-].C[S+](CC1=CC=CC=C1)C